2-(2-Fluoro-6-methoxyphenyl)-2-(6-(4-(4-methylpiperazin-1-yl)phenyl)-4-oxoquinazolin-3(4H)-yl)acetic acid FC1=C(C(=CC=C1)OC)C(C(=O)O)N1C=NC2=CC=C(C=C2C1=O)C1=CC=C(C=C1)N1CCN(CC1)C